2,4-dichlorophenoxyacetic acid chloride ClC1=C(OCC(=O)Cl)C=CC(=C1)Cl